(R)-2-(1-(2-Ethyl-6-(5-(((4-(iodomethyl)pyrimidin-2-yl)oxy)methyl)-1-methyl-1H-1,2,3-triazole-4-yl)pyridin-3-yl)piperidin-3-yl)acetic acid methyl ester COC(C[C@@H]1CN(CCC1)C=1C(=NC(=CC1)C=1N=NN(C1COC1=NC=CC(=N1)CI)C)CC)=O